BrC=1C(=CC2=C(N(CC(NS2(=O)=O)(CC)CCCC)C2=CC=CC=C2)C1)OC 7-bromo-3-butyl-3-ethyl-8-methoxy-5-phenyl-2,3,4,5-tetrahydro-1,2,5-benzothiadiazepine-1,1-dioxide